bis(γ-acryloxypropyl)dimethoxysilane C(C=C)(=O)OCCC[Si](OC)(OC)CCCOC(C=C)=O